NC(CC(C)(C)NC(=O)C1=C(OC2=C1C=C(C=C2)OCC2=C(N=CS2)C)C)=O N-(4-amino-2-methyl-4-oxobutan-2-yl)-2-methyl-5-((4-methylthiazol-5-yl)methoxy)benzofuran-3-carboxamide